COC=1C=C(C=C(C1)OC)C1=CC(=NN1C1=C(C=CC=C1)OCC)COC(C(=O)O)(C)C 2-([5-(3,5-Dimethoxyphenyl)-1-(2-ethoxyphenyl)-1H-pyrazol-3-yl]-methoxy)-2-methylpropanoic acid